Ethyl 5-amino-2-[6-(difluoromethyl) pyridin-3-yl]-3-methylbenzoate NC=1C=C(C(=C(C(=O)OCC)C1)C=1C=NC(=CC1)C(F)F)C